(E)-Methyl 4-(2-(3-(2-((1-(naphthalen-1-yl)cyclopropyl)carbamoyl)phenyl)propanoyl) hydrazinyl)-4-oxobut-2-enoate C1(=CC=CC2=CC=CC=C12)C1(CC1)NC(=O)C1=C(C=CC=C1)CCC(=O)NNC(/C=C/C(=O)OC)=O